COCOC1=C(C=C(C=C1)C)C(CC1=CC=NC=C1)(O)C=1SC=CC1 4-(2-(2-methoxymethyloxy-5-methyl-phenyl)-2-hydroxy-(2-thienyl)ethyl)-pyridine